1-[(4R)-4-(2-fluorophenyl)-6,7-dihydro-4H-pyrazolo[5,1-c][1,4]oxazin-2-yl]propan-1-one FC1=C(C=CC=C1)[C@H]1OCCN2C1=CC(=N2)C(CC)=O